ethyl 2-(5-(trifluoromethyl)-1H-tetrazol-1-yl)acetate FC(C1=NN=NN1CC(=O)OCC)(F)F